ClC1=C(C(=C(C=C1OC)OC)Cl)C1=CC2=C(N=C(N=C2)SC)C(=N1)CC1COCC1 6-(2,6-dichloro-3,5-dimethoxyphenyl)-2-(methylthio)-8-((tetrahydrofuran-3-yl)methyl)pyrido[3,4-d]pyrimidine